C(C)(C)C(C(C)C)(CCCCCCCCCCC(C(C)C)(O)C(C)C)O 3,14-Diisopropyl-2,15-dimethyl-hexadecane-3,14-diol